COC=1C=C(C=C(C1OC)C=1C=NN(C1)CC(=O)NC)[C@@H](C)NC(C1=C(C=CC(=C1)N1CC(C1)NC)C)=O N-[(1R)-1-[3,4-dimethoxy-5-[1-[2-(methylamino)-2-oxo-ethyl]pyrazol-4-yl]phenyl]ethyl]-2-methyl-5-[3-(methylamino)azetidin-1-yl]benzamide